[Zr].[Hf].[Nb] niobium hafnium zirconium